ClC1=CC(=CC2=NC3=C(C=C(C=C3N=C12)Cl)OC)Cl 1,3,8-Trichloro-6-methoxyphenazine